5-(benzyloxy)-N-((1R,3r,5S)-8-azabicyclo[3.2.1]octan-3-yl)-2-methylbenzofuran-3-carboxamide C(C1=CC=CC=C1)OC=1C=CC2=C(C(=C(O2)C)C(=O)NC2C[C@H]3CC[C@@H](C2)N3)C1